OC1=CC=C(C=C1)C1(C2=CC=CC=C2C=2C=CCC(C12)=O)C1=CC=C(C=C1)O 9,9-bis(4-hydroxyphenyl)fluorenone